BrCCC=1C(=NC=NC1)N1C[C@@H]([C@H](C1)F)F 5-(2-bromoethyl)-4-[(3S,4S)-3,4-difluoropyrrolidin-1-yl]pyrimidine